FC=1C=CC(=C2C=CN=CC12)NC(C1=CC=C(C=C1)N1CCN(CC1)C)=O N-(8-fluoroisoquinolin-5-yl)-4-(4-methylpiperazin-1-yl)benzamide